O[C@@H]1C[C@@H](OCC1)C(=O)OC(C)C cis-isopropyl 4-hydroxytetrahydro-2H-pyran-2-carboxylate